N1=CN=C2N=C3C(C=C21)=NC=N3 diimidazo[4,5-b:4',5'-e]pyridine